C(C)(C)(C)C=1C(=C(C=C(C1)CCC(=O)OCC(CCCC)CC)N1N=C2C(=N1)C=CC(=C2)Cl)O 2-(3'-tert-Butyl-5'-[2-(2-ethylhexyloxy)carbonylethyl]-2'-hydroxyphenyl)-5-chlorobenzotriazole